NC=1C=C(C[C@H](N)C(=O)O)C=CC1N 3,4-diaminophenylalanine